2-chloro-4-phenylbenzofuran ClC=1OC2=C(C1)C(=CC=C2)C2=CC=CC=C2